tert-butyl 2-(2-(4-(ethoxycarbonyl) piperidin-1-yl)-4-(trifluoromethyl) benzyl)-2,8-diazaspiro[4.5]decane-8-carboxylate C(C)OC(=O)C1CCN(CC1)C1=C(CN2CC3(CC2)CCN(CC3)C(=O)OC(C)(C)C)C=CC(=C1)C(F)(F)F